4-methyl-N-(4,4,4-trifluoro-3-hydroxybutyl)benzenesulfonamide CC1=CC=C(C=C1)S(=O)(=O)NCCC(C(F)(F)F)O